1-fluoro-cyclopropanehydrazide FC1(CC1)C(=O)NN